6-(4-Chloro-3-methylphenyl)-3-(2,2-difluorocyclopropyl)-4-oxo-4,5-dihydropyrazolo[1,5-a]-pyrazine-2-carboxylic acid ClC1=C(C=C(C=C1)C=1NC(C=2N(C1)N=C(C2C2C(C2)(F)F)C(=O)O)=O)C